FC(C=1C=CC(=NC1)N1CCC(CC1)NC(OC(C)(C)C)=O)(F)F Tert-butyl N-[1-[5-(trifluoromethyl)pyridin-2-yl]piperidin-4-yl]carbamate